C(C1=CC=CC=C1)N(CCCCN1C(C(=NC=C1)C1=CC=CC=C1)=O)C 1-{4-[benzyl(methyl)amino]butyl}-3-phenyl-1,2-dihydropyrazin-2-one